C(C)(C)(C)[Si](OCC1=CC=C(C=C1)B(O)O)(C)C [4-[[tert-butyl-(dimethyl)silyl]oxymethyl]phenyl]boronic acid